ClC=1C(=C(C(=CC1)F)[C@H](C12CCC(CC1)(C2)F)NC(=O)[C@H]2C[C@H]([C@H](C2)NC(=O)C=2C=NC=NC2)OC([2H])([2H])[2H])F N-((1S,2R,4R)-4-(((S)-(3-chloro-2,6-difluorophenyl)(4-fluorobicyclo[2.2.1]heptan-1-yl)methyl)carbamoyl)-2-(methoxy-d3)cyclopentyl)pyrimidine-5-carboxamide